N-(5-nitropyridin-2-yl)thiophene-2-sulfonamide [N+](=O)([O-])C=1C=CC(=NC1)NS(=O)(=O)C=1SC=CC1